4-amino-2-(ethoxy)-α,α-dimethyl-1H-imidazo[4,5-c]quinoline-1-ethanol NC1=NC=2C=CC=CC2C2=C1N=C(N2CC(O)(C)C)OCC